5-(5-amino-1-(1-(but-2-ynyl)piperidin-3-yl)imidazo[1,5-c]pyrimidin-3-yl)-N-(4-(trifluoromethyl)pyridin-2-yl)pyridine NC1=NC=CC=2N1C(=NC2C2CN(CCC2)CC#CC)C=2C=CCN(C2)C2=NC=CC(=C2)C(F)(F)F